[Na].NCCNCC N-(2-aminoethyl)aminoethane sodium